C(C1CO1)OCCC[SiH](C(C)C)OCCOC(C)=O γ-glycidoxypropylacetoxyethoxyisopropylsilane